(2,3-dichlorophenyl)-2,5-dimethyl-6-oxo-1,6-dihydropyrimidin-4-yl triflate O(S(=O)(=O)C(F)(F)F)C=1N=C(N(C(C1C)=O)C1=C(C(=CC=C1)Cl)Cl)C